ClC1=C2C=C(C=NC2=NC(=C1)Cl)NC1CN(CC1)C(=O)OC(C)(C)C tert-butyl 3-[(5,7-dichloro-1,8-naphthyridin-3-yl)amino]pyrrolidine-1-carboxylate